CS(=O)(=N)C1=NC=CC(=C1)N1N=CC(=C1)C(F)(F)F N-(2-(S-methylsulfonimidoyl)pyridin-4-yl)-4-(trifluoromethyl)-1H-pyrazole